C1(=CC=CC=C1)S(=O)(=O)N(C(CC=1C=C(C(=NO)N)C=CC1)C=1SC2=C(N1)C=CC=C2)C 3-[2-[benzenesulfonyl(methyl)amino]-2-(1,3-benzothiazol-2-yl)ethyl]-N'-hydroxy-benzamidine